FC=1C=C2C(=NNC2=CC1OCCOC)C1=CC(=NO1)C1=CC=C(C=C1)C(=O)N1CC(C1)C=1C=NN(C1)C 5-Fluoro-6-(2-methoxyethoxy)-3-(3-{4-[3-(1-methyl-1H-pyrazol-4-yl)azetidine-1-carbonyl]phenyl}-1,2-oxazol-5-yl)-1H-indazole